2-methoxy-1-(5-(2-methoxy-1-nitroethyl)-6'-phenyl-[1,1':2',1''-terphenyl]-3-yl)-ethan-1-amine COCC(N)C=1C=C(C=C(C1)C(COC)[N+](=O)[O-])C=1C(=CC=CC1C1=CC=CC=C1)C1=CC=CC=C1